ClCC(CSC(CO)C)O 2-((3-chloro-2-hydroxypropyl)thio)-propane-1-ol